ClC=1C=CC(=C(C1)C1=CC(=C(N1C)C)C(=O)N(C=1C=NC(=NC1)OC)C1=CC=C(C=C1)O)C(=O)N1CC2=CC=CC=C2C[C@H]1CN1CCOCC1 5-(5-Chloro-2-{[(3S)-3-(morpholin-4-ylmethyl)-3,4-dihydroisoquinolin-2(1H)-yl]carbonyl}phenyl)-N-(4-hydroxyphenyl)-N-(2-methoxypyrimidin-5-yl)-1,2-dimethyl-1H-pyrrole-3-carboxamide